C(C=O)(C)(CC)O[C@H]1[C@@H](O[C@@H]([C@@H]([C@@H]1OC(C=O)(C)CC)OC(C=O)(C)CC)COC(C=O)(C)CC)N 2,3,4,6-tetra-O-tert-pentanoyl-beta-D-galactopyranosylamine